4-[5-(4-hydroxy-butoxy)-tetrahydrofuran-2-yloxy]-butanol OCCCCOC1CCC(O1)OCCCCO